[Si](C)(C)(C(C)(C)C)OCCCC1=C(NC2=C(C(=CC=C12)C)C=1C(=NN(C1CO)C)CC)C(=O)OCC ethyl 3-(3-((tert-butyldimethylsilyl)oxy) propyl)-7-(3-ethyl-5-(hydroxymethyl)-1-methyl-1H-pyrazol-4-yl)-6-methyl-1H-indole-2-carboxylate